Potassium format C(=O)[O-].[K+]